C(C)(=O)C1=C(C=C(C=C1)Cl)C=1C(=NN(C(C1)=O)[C@H](C(=O)NC1=CC2=C(NC=N2)C=C1)CC1=CC=CC=C1)OC (S)-2-(4-(2-acetyl-5-chlorophenyl)-3-methoxy-6-oxopyridazin-1(6H)-yl)-N-(1H-benzo[d]imidazol-5-yl)-3-phenylpropanamide